[Si](C1=CC=CC=C1)(C1=CC=CC=C1)(C(C)(C)C)O[Si](C1=CC=CC=C1)(C1=CC=CC=C1)C(C)(C)C TBDPSether